thionyl-diacetamide S(=O)=CC(=O)NC(=O)C